O=CCCCC 1-oxopentan